5-(4-(((3R,5R)-3-(hydroxymethyl)-5-(4-methyl-1-oxo-1,3-dihydroisobenzofuran-5-yl)piperazin-1-yl)methyl)-2H-1,2,3-triazol-2-yl)-3-methylbenzo[d]oxazol-2(3H)-one OC[C@H]1CN(C[C@H](N1)C=1C(=C2COC(C2=CC1)=O)C)CC1=NN(N=C1)C=1C=CC2=C(N(C(O2)=O)C)C1